ClC=1C=C2C(=CC(=NC2=CC1)C(F)(F)F)NCC1(CN(C1)C(=O)N)C1=NC=C(C=C1)F 3-(((6-Chloro-2-(trifluoromethyl)quinolin-4-yl)amino)methyl)-3-(5-fluoropyridin-2-yl)azetidine-1-carboxamide